N-[2-[4-(hydroxymethyl)cyclohexyl]-6-(1-hydroxy-1-methyl-ethyl)indazol-5-yl]-5-(trifluoromethyl)pyridine-2-carboxamide OCC1CCC(CC1)N1N=C2C=C(C(=CC2=C1)NC(=O)C1=NC=C(C=C1)C(F)(F)F)C(C)(C)O